N-(1-(5-(3-((5-cyano-4-(4-fluorophenyl)thiazol-2-yl)(methyl)amino)-2-ethylimidazo[1,2-a]pyridin-6-yl)pyrimidin-2-yl)azetidin-3-yl)-1-hydroxycyclopropane-1-carboxamide C(#N)C1=C(N=C(S1)N(C1=C(N=C2N1C=C(C=C2)C=2C=NC(=NC2)N2CC(C2)NC(=O)C2(CC2)O)CC)C)C2=CC=C(C=C2)F